1,2-Propylendiamin C(C(C)N)N